(Z)-1'-(6-amino-5-((2-amino-3-chloropyridin-4-yl)thio)pyrazin-2-yl)spiro[indene-2,4'-piperidin]-1(3H)-one oxime NC1=C(N=CC(=N1)N1CCC2(CC1)/C(/C1=CC=CC=C1C2)=N/O)SC2=C(C(=NC=C2)N)Cl